2-(4-cyclopropylphenyl)-N-((2-(2,6-dioxopiperidin-3-yl)-1-oxoisoindolin-5-yl)methyl)-2,2-difluoroacetamide C1(CC1)C1=CC=C(C=C1)C(C(=O)NCC=1C=C2CN(C(C2=CC1)=O)C1C(NC(CC1)=O)=O)(F)F